CC1=C(C=C(C=C1)NC(C1=CC(=NC=C1)C(F)(F)F)=O)C1=CC2=C(N=C(N=C2)NC)N=C1C([2H])([2H])[2H] N-(4-methyl-3-(7-(methyl-d3)-2-(methylamino)pyrido[2,3-d]pyrimidin-6-yl)phenyl)-2-(trifluoromethyl)isonicotinamide